C(CC)N1CCC(CC1)C1=NC2=C(N1)C(=CC=C2)C(=O)N 2-(1-Propylpiperidin-4-yl)-1H-benzo[d]imidazole-7-carboxamide